N-methoxy-N,1,3,4-tetramethyl-1H-pyrazole-5-carboxamide CON(C(=O)C1=C(C(=NN1C)C)C)C